C(N)(=O)C1=C(C(=CS1)NC(=O)C=1C(=NC2=CC(=CC=C2C1)F)N1CCC(CCC1)(F)F)C N-(5-carbamoyl-4-methylthiophene-3-yl)-2-(4,4-difluoroazepan-1-yl)-7-fluoroquinoline-3-carboxamide